[Si](C)(C)(C(C)(C)C)OCC=1C=C(C=CC1)N1N=C(C=C1)CC(=O)NC=1SC(=CN1)C(F)(F)F 2-[1-(3-{[(tert-butyldimethylsilyl)oxy]methyl}phenyl)-1H-pyrazol-3-yl]-N-[5-(trifluoromethyl)-1,3-thiazol-2-yl]acetamide